3-(aminomethyl)-N-cyclopentylamide hydrochloride Cl.NCC1CC(CC1)[NH-]